5-chloro-isatin ClC=1C=C2C(C(NC2=CC1)=O)=O